2-chloro-6-meth-oxypyridin-3-amine, Hydrochloride Cl.ClC1=NC(=CC=C1N)OC